3-bromo-5-(3-chloro-2-methylphenoxy)-1-(propan-2-yl)-1H-1,2,4-triazole BrC1=NN(C(=N1)OC1=C(C(=CC=C1)Cl)C)C(C)C